FC1=CC=C2C=C(C=C(C2=C1F)C1=C(C=2N=C(N=C(C2C=N1)N1CC2(CNC(N2)=O)CCC1)OC[C@]12CCCN2C[C@@H](C1)F)F)O 7-(7-(7,8-difluoro-3-hydroxynaphthalen-1-yl)-8-fluoro-2-(((2R,7aS)-2-fluorohexahydro-1H-pyrrolizin-7a-yl)methoxy)pyrido[4,3-d]pyrimidin-4-yl)-1,3,7-triazaspiro[4.5]decan-2-one